CC1=C(C(=CC=C1)C)C1=C(C(=C(C(=C1C1=NC(=CC=C1)C1=CC=CC=C1)C1=CC=C(C=C1)N1C2=CC=CC=C2C=2C=C(C=CC12)C)C1=C(C=CC=C1C)C)C1=CC=C(C=C1)N1C2=CC=CC=C2C=2C=C(C=CC12)C)C#N 4'-(2,6-dimethylphenyl)-2,6-dimethyl-4''-(3-methyl-9H-carbazol-9-yl)-6'-(4-(3-methyl-9H-carbazol-9-yl)phenyl)-5'-(6-phenylpyridin-2-yl)-[1,1':2',1''-terphenyl]-3'-carbonitrile